3-bromopropyl 2,2,2-trifluoroethyl ether FC(COCCCBr)(F)F